(1s,2s)-2-fluoro-N-(6-(4-(trifluoromethyl)pyridin-3-yl)benzo[d]thiazol-2-yl)cyclopropane-1-carboxamide F[C@@H]1[C@@H](C1)C(=O)NC=1SC2=C(N1)C=CC(=C2)C=2C=NC=CC2C(F)(F)F